C(C1=CC=CC=C1)NCC1CNC(O1)=O 5-((benzylamino)methyl)oxazolidine-2-one